9-fluoro-7-((4-(2-methyl-6-(methylcarbamoyl)pyridin-3-yl)piperazin-1-yl)methyl)furo[2,3-c]quinolin-4(5H)-one FC=1C=2C3=C(C(NC2C=C(C1)CN1CCN(CC1)C=1C(=NC(=CC1)C(NC)=O)C)=O)OC=C3